2-(1-cyclopropylpyrazol-4-yl)-4-[2,3-dimethyl-5-[3-(trifluoromethyl)-1-bicyclo[1.1.1]pentanyl]pyrido[3,4-b]pyrazin-7-yl]-6-methyl-morpholine C1(CC1)N1N=CC(=C1)C1CN(CC(O1)C)C1=CC=2C(=NC(=C(N2)C)C)C(=N1)C12CC(C1)(C2)C(F)(F)F